N-(6-amino-5-methyl-3-pyridyl)-N'-(4-methyltetralin-1-yl)-N'-[[5-(trifluoromethyl)-2-pyridyl]methyl]oxamide NC1=C(C=C(C=N1)NC(=O)C(=O)N(CC1=NC=C(C=C1)C(F)(F)F)C1CCC(C2=CC=CC=C12)C)C